CC1=CC(=NC=C1C#N)N1C(C=CC=C1)=O 4'-methyl-2-oxo-2H-[1,2'-bipyridine]-5'-carbonitrile